C(=O)(O)CC1=NC(=NC(=C1)N1CCOCC1)NC=1SC(=C(N1)C)C(=O)O 2-[(4-Carboxymethyl-6-morpholin-4-yl-pyrimidin-2-yl)-amino]-4-methyl-5-thiazolecarboxylic acid